6-(3,3-difluoro-piperidin-1-ylmethyl)-5-methyl-[1,2,5]oxadiazolo[3,4-b]pyridin-7-ylamine FC1(CN(CCC1)CC1=C(C=2C(N=C1C)=NON2)N)F